2-((5-chloro-2-((2-(difluorometh-oxy)-4-(piperazin-1-yl)phenyl)-amino)pyrimidin-4-yl)amino)-thiophene-3-carboxamide ClC=1C(=NC(=NC1)NC1=C(C=C(C=C1)N1CCNCC1)OC(F)F)NC=1SC=CC1C(=O)N